ClC=1C=C(C=CC1F)C1=CN=C2SC(=NN21)NC2CCC(CC2)O 4-[[5-(3-chloro-4-fluoro-phenyl)imidazo[2,1-b][1,3,4]thiadiazol-2-yl]amino]cyclohexanol